FC1=C(C(=C(C(=C1[B-](C1=C(C(=C(C(=C1F)F)F)F)F)(C1=C(C(=C(C(=C1F)F)F)F)F)C1=C(C(=C(C(=C1F)F)F)F)F)F)F)F)F.C(C)(C)[NH2+]C(C)C bis(isopropyl)ammonium tetrakis(pentafluorophenyl)borate